2-(Difluoromethyl)-5-(6-((pyridin-2-yloxy)methyl)pyridin-3-yl)-1,3,4-oxadiazole FC(C=1OC(=NN1)C=1C=NC(=CC1)COC1=NC=CC=C1)F